C(C)OC(=O)C1=NN2C(OC(CC2)CCOCC2=CC=CC=C2)=C1 5-(2-(Benzyloxy)ethyl)-6,7-dihydro-5H-pyrazolo[5,1-b][1,3]oxazine-2-carboxylic acid ethyl ester